O1N=C(N=C1)C1=NOC=N1 bi1,2,4-oxadiazole